1-(5,6-Dimethylpyridin-3-yl)-4,4-difluoro-3,3-dimethyl-3,4-dihydroisochinolin CC=1C=C(C=NC1C)C1=NC(C(C2=CC=CC=C12)(F)F)(C)C